(2R)-1-[(4aR,8aS)-3,4,4a,5,6,7,8,8a-Octahydro-2H-quinolin-1-yl]-2-[cyclopropyl-[(2,4-dimethoxyphenyl)methyl]amino]-3-(oxetan-3-ylamino)propan-1-one N1(CCC[C@H]2CCCC[C@H]12)C([C@@H](CNC1COC1)N(CC1=C(C=C(C=C1)OC)OC)C1CC1)=O